C1(CC1)C1=C(C(=NO1)C1=C(C=CC=C1F)F)COC1C[C@H]2CC[C@@H](C1)N2C2=NC=C(/C(/N)=N/O)C=C2 (Z)-6-((1R,3R,5S)-3-((5-cyclopropyl-3-(2,6-difluorophenyl)isoxazol-4-yl)methoxy)-8-azabicyclo[3.2.1]octan-8-yl)-N'-hydroxynicotinimidamide